C(C#C)(=O)OC(C#C)=O propiolic anhydride